7-hydroxy-2-(4-methoxyphenyl)-2-(2-oxopropyl)-5-pentyl-8-(m-tolyl)-4H-benzo[d][1,3]dioxin-4-one OC=1C=C(C2=C(OC(OC2=O)(CC(C)=O)C2=CC=C(C=C2)OC)C1C=1C=C(C=CC1)C)CCCCC